6-chloro-5'-(3-chlorophenyl)-2'-(2-(dimethylamino)-4-methoxypyrimidin-5-yl)-3'-isopropyl-3'H-spiro[indoline-3,4'-pyrrolo[3,4-d]imidazole]-2,6'(5'H)-dione ClC1=CC=C2C(=C1)NC(C21N(C(C=2N=C(N(C21)C(C)C)C=2C(=NC(=NC2)N(C)C)OC)=O)C2=CC(=CC=C2)Cl)=O